6-methyl-3-(trifluoromethyl)-5,6,6a,7,9,10-hexahydro-8H-pyrazino[1,2-a]pyrido[3,2-e]pyrimidin CN1C2N(C3=C(C1)C=C(C=N3)C(F)(F)F)CCNC2